2-bromo-5-(4-ethylbutoxy)benzoic acid BrC1=C(C(=O)O)C=C(C=C1)OCCCCCC